diglycidyl 2,5-dimethylterephthalate CC1=C(C(=O)OCC2CO2)C=C(C(=C1)C(=O)OCC1CO1)C